2-chloro-4-(8-(4-(4-(2-(2-(2,6-dioxopiperidin-3-yl)-1,3-dioxoisoindolin-5-yl)-2-azaspiro[3.3]heptan-6-yl)piperazine-1-carbonyl)phenyl)-2,8-diazaspiro[4.5]decan-2-yl)benzonitrile ClC1=C(C#N)C=CC(=C1)N1CC2(CC1)CCN(CC2)C2=CC=C(C=C2)C(=O)N2CCN(CC2)C2CC1(CN(C1)C=1C=C3C(N(C(C3=CC1)=O)C1C(NC(CC1)=O)=O)=O)C2